L-Aspartic acid 4-tert-butyl ester C(C)(C)(C)OC(C[C@H](N)C(=O)O)=O